CC1(CNC=2C1=NC=C(C2)C2=CC=CC=C2)C 3,3-dimethyl-6-phenyl-1h,2h,3h-pyrrolo[3,2-b]pyridine